2-neopentyl-1,3-pentadiene C(C(C)(C)C)C(=C)C=CC